tert-butyl (R)-(1-(2-methyl-1H-indol-3-yl)-3-phenylpropan-2-yl)carbamate CC=1NC2=CC=CC=C2C1C[C@@H](CC1=CC=CC=C1)NC(OC(C)(C)C)=O